4-iodo-1,2-dimethoxybenzene IC1=CC(=C(C=C1)OC)OC